BrCCC(CCBr)(CCBr)CCBr 1,5-dibromo-3,3-bis(2-bromoethyl)pentane